1-methyl-4-(heptoxymethyl)benzene CC1=CC=C(C=C1)COCCCCCCC